5-[(4-chlorophenyl)methyl]-3-morpholino-pyrimido[5,4-c]pyridazine-6,8(5H,7H)-dione ClC1=CC=C(C=C1)CN1C(NC(C=2N=NC(=CC21)N2CCOCC2)=O)=O